C[C@@H](C(=O)O)NC(=O)[C@H](CC1=CN=CN1)N The molecule is a dipeptide formed from L-histidine and L-alanine residues. It has a role as a metabolite. It is a tautomer of a His-Ala zwitterion.